2-chloro-N,5-dicyclohexylpyrimidin-4-amine ClC1=NC=C(C(=N1)NC1CCCCC1)C1CCCCC1